2-(3-iodopyridin-4-yl)acetonitrile IC=1C=NC=CC1CC#N